BrC=1C=CC(=NC1)C(C(C)C)N 1-(5-bromopyridin-2-yl)-2-methylpropan-1-amine